C(C)(C)(C)OC(=O)N1CCC(CC1)N(C1=CC=C(C=C1)F)C1=CC=C(C=C1)F.OC1=CC=C(C=C1)C(C(=O)NC1=CC(=CC(=C1)C)C)C 2-(4-hydroxyphenyl)-N-(3,5-dimethylphenyl)propionamide tert-butyl-4-(bis(4-fluorophenyl)amino)piperidine-1-carboxylate